ClC=1C=C(OC2C(C(C2(C)C)NC(C2=CC=C(C=C2)N2CCC(CC2)CC(OC)OC)=O)(C)C)C=CC1C#N N-((1r,3r)-3-(3-chloro-4-cyanophenoxy)-2,2,4,4-tetramethylcyclobutyl)-4-(4-(2,2-dimethoxyethyl)piperidin-1-yl)benzamide